N-(1-((1-(4-chlorothiazol-2-yl)-1-oxo-3-(2-oxopyrrolidin-3-yl)propan-2-yl)amino)-4-methyl-1-oxopentan-2-yl)-4-methoxy-1H-indole-2-carboxamide ClC=1N=C(SC1)C(C(CC1C(NCC1)=O)NC(C(CC(C)C)NC(=O)C=1NC2=CC=CC(=C2C1)OC)=O)=O